C(#N)C1(CC1)NS(=O)(=O)C=1C=C(C2=C(N(C=N2)C=2SC(=NN2)C(F)F)C1)N1C[C@H](NCC1)C (R)-N-(1-cyanocyclopropyl)-1-(5-(difluoromethyl)-1,3,4-thiadiazol-2-yl)-4-(3-methylpiperazin-1-yl)-1H-benzo[d]imidazole-6-sulfonamide